trifluoromethylsilane FC(F)(F)[SiH3]